O=C(CC1C2=CC=CC=C2C=2N1C(C1=CC=CC=C1C2C2=CC=CC=C2)=O)C2=CC=CC=C2 7-(2-oxo-2-phenylethyl)-12-phenylisoindolo[2,1-b]isoquinolin-5(7H)-one